4-(phenylthio)cyclohexanone C1(=CC=CC=C1)SC1CCC(CC1)=O